zirconium alloyl-nickel C(C=C)(=O)[Ni].[Zr]